C(C)(C)(C)OC(=O)N1C(C(C[C@H]1C)=O)COC1CCC(CC1)C1=C(C=CC=C1)O tert-butyl-(5R)-5-methyl-3-oxo-2-({[(1s,4s)-4-(2-hydroxyphenyl)cyclohexyl]oxy}methyl)pyrrolidine-1-carboxylate